FC(OC=1C(=C(C=CC1)N1N=NN(C1=O)C)COC1=C(C=C(C=C1)C1=NN(C=C1)C)C)F [3-(difluoro-methoxy)-2-[[2-methyl-4-(1-methylpyrazol-3-yl)phenoxy]methyl]phenyl]-4-methyl-tetrazol-5-one